5-(4-nitro-1H-imidazol-2-yl)-1,2,4-oxadiazole [N+](=O)([O-])C=1N=C(NC1)C1=NC=NO1